17,21-tetracosadienoic acid C(CCCCCCCCCCCCCCCC=CCCC=CCC)(=O)O